C(C1=CC=CC=C1)OC1=CC=C(\C=C/2\C=C(C3=CC=C(C=C23)OC)CC(=O)O)C=C1 (Z)-2-(1-(4-(Benzyloxy)benzylidene)-6-methoxy-1H-inden-3-yl)acetic acid